C(CCCCC)OC1=NN(C=C1C=CC=O)C1=CC=CC=C1 3-[3-(Hexyloxy)-1-phenyl-1H-pyrazol-4-yl]prop-2-enal